COC(C1=C(C(=CC=C1)S(=O)(=O)N1C(CCC2=CC(=CC=C12)C(=C)C)CC)OCC1CCOCC1)=O ((6-isopropenyl-2-ethyl-3,4-dihydroquinolin-1(2H)-yl)sulfonyl)-2-((tetrahydro-2H-pyran-4-yl)methoxy)benzoic acid methyl ester